bis(dodecyl)pentaerythritol bisphosphite P(O)(O)O.P(O)(O)O.C(CCCCCCCCCCC)C(O)(C(CO)(CO)CO)CCCCCCCCCCCC